BrC1=C2N(C=3C=CC=CC13)C(=CN(C2=O)C2CCCC2)C(=O)NC[C@H]2N(CCC2)C(C)C (S)-10-bromo-2-cyclopentyl-N-((1-isopropylpyrrolidin-2-yl)methyl)-1-oxo-1,2-dihydropyrazino[1,2-a]indole-4-carboxamide